O=C1CC2(CCC1C(=O)OCC)CCCCC2 ethyl 2-oxospiro[5.5]undecane-3-carboxylate